(2S,3S)-3-HYDROXY-N,N-BIS(4-METHOXYBENZYL)HEX-5-ENE-2-SULFONAMIDE O[C@H]([C@H](C)S(=O)(=O)N(CC1=CC=C(C=C1)OC)CC1=CC=C(C=C1)OC)CC=C